Cl.N=1N(C=C2C1CNC2)S(=O)(=O)C2=CC1=C(N=CS1)C=C2 6-((5,6-dihydropyrrolo[3,4-c]pyrazol-2(4H)-yl)sulfonyl)benzo[d]thiazole hydrochloride